BrC=1C(=C(C=O)C=CC1)[N+](=O)[O-] bromo-nitrobenzaldehyde